ClC=1C(=CC2=C(C[C@](O2)(C2=CC=CC=C2)[C@H]2N(C[C@@H](C2)F)C(=O)OC(C)(C)C)C1C1=CC=CC=C1)F tert-butyl (2s,4r)-2-((S)-5-chloro-6-fluoro-2,4-diphenyl-2,3-dihydrobenzofuran-2-yl)-4-fluoropyrrolidine-1-carboxylate